C(C)(C)OC(=O)C1CC(CCC1)O (+/-)-3-hydroxycyclohexane-1-carboxylic acid isopropyl ester